[Mo](Cl)(Cl)(Cl)Cl.C(C)O ethyl alcohol molybdenum chloride